C[Si](CCOCN1C=CC2=C1N=CN=C2C2=CC=CC=C2)(C)C 7-((2-(trimethylsilyl)ethoxy)methyl)-4-phenyl-7H-pyrrolo[2,3-d]pyrimidine